[Br-].FC=1C=C(C=C(C1F)F)C(C)=O 1-(3,4,5-trifluorophenyl)ethan-1-one, bromide salt